3-Amino-7-butyl-5-(2-(3-ethyl-5,5-dimethyl-2,4-dioxoimidazolidin-1-yl)spiro[3.5]nonan-7-yl)isothiazolo[3,4-d]pyrimidine-4,6(5H,7H)-dione NC=1SN=C2N(C(N(C(C21)=O)C2CCC1(CC(C1)N1C(N(C(C1(C)C)=O)CC)=O)CC2)=O)CCCC